ClC1=C(C(=O)C=2C=CC(=C(C2)CC=O)N2CC(CC2)NC2=NC=C(C=C2)F)C=CC=C1 2-(5-(2-chlorobenzoyl)-2-(3-(5-fluoropyridin-2-ylamino)pyrrolidin-1-yl)phenyl)acetaldehyde